(S)-1-((S)-3-(3-bromophenyl)-2-((tert-butoxycarbonyl)amino)propionyl)hexahydropyridazine-3-carboxylic acid methyl ester COC(=O)[C@H]1NN(CCC1)C([C@H](CC1=CC(=CC=C1)Br)NC(=O)OC(C)(C)C)=O